(p-nitrophenyl)hydrazine [N+](=O)([O-])C1=CC=C(C=C1)NN